lithium germanium phosphosulfur P(=O)(=O)[S].[Ge].[Li]